P(OC1=C(C(=C(C(=C1C1=C(C=C(C=C1)C(C)(C)C)C(C)(C)C)C1=C(C=C(C=C1)C(C)(C)C)C(C)(C)C)C1=CC=C(C=C1)OP[O-])C1=C(C=C(C=C1)C(C)(C)C)C(C)(C)C)C1=C(C=C(C=C1)C(C)(C)C)C(C)(C)C)[O-] tetrakis(2,4-di-tert-butylphenyl)-1,1-biphenyl-4,4'-diyl bisphosphonite